5-cyclopentyl-2-(3-methoxy-2,6-dimethylbenzyl)-6-methylpyridazin-3(2H)-one C1(CCCC1)C1=CC(N(N=C1C)CC1=C(C(=CC=C1C)OC)C)=O